5,5,5-trifluoro-leucine FC(C(C[C@H](N)C(=O)O)C)(F)F